FC=1C=C2C(=C3C(=NC2=CC1)OC(CC3)C)C 7-fluoro-2,5-dimethyl-3,4-dihydro-2H-pyrano[2,3-b]quinoline